1-Cyclobutyl-4-hydroxy-6-oxo-1,6-dihydropyridine-3-carboxylic acid methyl ester COC(=O)C1=CN(C(C=C1O)=O)C1CCC1